3-hydroxy-2-(methoxymethyl)-2-methyl-2,3-dihydrobenzofuran-5-carboxylic acid methyl ester COC(=O)C=1C=CC2=C(C(C(O2)(C)COC)O)C1